2-(3-Bromo-1H-pyrrolo[2,3-c]pyridin-1-yl)-5-fluoro-N-isopropyl-N-methylbenzamide BrC1=CN(C2=CN=CC=C21)C2=C(C(=O)N(C)C(C)C)C=C(C=C2)F